2-(1-aminocyclopropyl)-4-(6-(2,5-difluorophenyl)-6-(1-methyl-2-oxo-1,2-dihydropyridin-3-yl)hex-1,3-diyn-1-yl)-1H-pyrrole NC1(CC1)C=1NC=C(C1)C#CC#CCC(C=1C(N(C=CC1)C)=O)C1=C(C=CC(=C1)F)F